[N-](S(=O)(=O)C(F)(F)F)S(=O)(=O)C(F)(F)F.C(=C)N1CN(C=C1)CC 1-vinyl-3-ethyl-imidazole bis(trifluoromethanesulfonyl)imide salt